[2-(2-aminoethyl) phenyl] acetate C(C)(=O)OC1=C(C=CC=C1)CCN